1-(4-(methylsulfonyl)phenyl)-N-(2,3,6-trifluoro-4-((3-(2-(((3S,5S)-5-fluoropiperidin-3-yl)amino)pyrimidin-4-yl)pyridin-2-yl)oxy)phenyl)methanesulfonamide CS(=O)(=O)C1=CC=C(C=C1)CS(=O)(=O)NC1=C(C(=C(C=C1F)OC1=NC=CC=C1C1=NC(=NC=C1)N[C@@H]1CNC[C@H](C1)F)F)F